menthane-1-ol C1(CCC(CC1)C(C)C)(C)O